N-(3-((4-chlorophenyl)sulfonamido)phenyl)-2-(trifluoromethyl)benzamide ClC1=CC=C(C=C1)S(=O)(=O)NC=1C=C(C=CC1)NC(C1=C(C=CC=C1)C(F)(F)F)=O